(S)-5-(((4-(3-chloro-4-(2-chloro-3-((3-fluoro-4-(2-((2-hydroxyethyl)amino)ethyl)pyridin-2-yl)amino)phenyl)pyridin-2-yl)-2-methoxybenzyl)amino)methyl)pyrrolidin-2-one ClC=1C(=NC=CC1C1=C(C(=CC=C1)NC1=NC=CC(=C1F)CCNCCO)Cl)C1=CC(=C(CNC[C@@H]2CCC(N2)=O)C=C1)OC